COC1=CC=C(C=C1)C1=NC=CC=N1 2-(4-methoxyphenyl)pyrimidin